C(C)OCC=1C=C2NC=3C=CC(=CC3C(C2=CC1)(C)C)CN1CCSCC1 4-((6-(ethoxymethyl)-9,9-dimethyl-9,10-dihydroacridin-2-yl)methyl)thiomorpholine